[Si](C)(C)(C(C)(C)C)OC=1C=C(C=CC1OC)[C@@H](C(C(=O)OCC)=C)NC1=CC(=C(C=C1)OC)OC (S)-ethyl 2-((3-((tert-butyldimethylsilyl)oxy)-4-methoxyphenyl)((3,4-dimethoxyphenyl)amino)methyl)acrylate